C=C1S(CCCC1)(=O)=O methylenetetrahydro-2H-thiopyran 1,1-dioxide